C(#N)C1(CC1)N(S(=O)(=O)C1=CC=2N(C(=C1)N1CCN(CC1)C(C(C)C)=O)N=CC2)CC2=CC=C(C=C2)OC N-(1-cyanocyclopropyl)-7-(4-isobutyrylpiperazin-1-yl)-N-(4-methoxybenzyl)pyrazolo[1,5-a]pyridine-5-sulfonamide